[2H]C=1C=CC=C(C1)B(O)O 5-deuterophenylboronic acid